5-(2-(2-(2-(4-(7-(dimethylamino)imidazo[1,2-a]pyridin-2-yl)phenoxy)ethoxy)ethoxy)ethoxy)-2-(2,6-dioxopiperidin-3-yl)isoindoline-1,3-dione CN(C1=CC=2N(C=C1)C=C(N2)C2=CC=C(OCCOCCOCCOC=1C=C3C(N(C(C3=CC1)=O)C1C(NC(CC1)=O)=O)=O)C=C2)C